methyl (2S)-4-(6-chloropyridazin-3-yl)morpholine-2-carboxylate ClC1=CC=C(N=N1)N1C[C@H](OCC1)C(=O)OC